CSC1=CC=C(C=C1)CC(=O)C1=CC=C(C=C1)C 2-(4-(Methylthio)phenyl)-1-(p-tolyl)ethan-1-one